CN1C(C=2N(CC(C1)C1=CC=NN1C)N=C1C2CN(CC1)C(=O)OC(C)(C)C)=O tert-butyl 10-methyl-8-(1-methyl-1H-pyrazol-5-yl)-11-oxo-3,4,8,9,10,11-hexahydro-1H-pyrido[4',3':3,4]pyrazolo[1,5-a][1,4]diazepine-2(7H)-carboxylate